ClC=1C=CC(=NC1C([2H])([2H])[2H])NC(C=1NC(=C(N1)C)S(=O)(=N)C)C1=CC(=C(C=C1)F)Cl 5-chloro-N-[(3-chloro-4-fluorophenyl)-[4-methyl-5-(methylsulfonimidoyl)-1H-imidazol-2-yl]methyl]-6-(trideuteriomethyl)pyridin-2-amine